(1R)-6-chloro-N-{2,4-difluoro-3-[7-fluoro-2-(piperidin-4-ylamino)quinazolin-6-yl]phenyl}-1-hydroxy-2,3-dihydro-1H-indene-4-sulfonamide ClC=1C=C(C=2CC[C@H](C2C1)O)S(=O)(=O)NC1=C(C(=C(C=C1)F)C=1C=C2C=NC(=NC2=CC1F)NC1CCNCC1)F